2-(4-chloro-2-fluorobenzyl)-5-fluoropyridine ClC1=CC(=C(CC2=NC=C(C=C2)F)C=C1)F